ClC1=CC(=NC=N1)C(=O)N1C[C@H]([C@@H](CC1)N1CC2=CC=CC=C2CC1)O trans-(6-chloropyrimidin-4-yl)(4-(3,4-dihydroisoquinolin-2(1H)-yl)-3-hydroxypiperidine-1-yl)methanone